CC1CN(CCO1)C(=O)NC=1C=NC=C(C1)NC1=NC=C(C=C1)C1=CC=C(C=C1)N1C(CCC1)=O 2-methyl-N-(5-((5-(4-(2-oxopyrrolidin-1-yl)phenyl)pyridin-2-yl)amino)pyridin-3-yl)morpholine-4-carboxamide